CC=1C=CC(=NC1)NC(=O)C1=CC2=CC=CC=3CCN(C1=O)C32 N-(5-methyl-2-pyridinyl)-11-oxo-1-azatricyclo[6.3.1.04,12]dodeca-4(12),5,7,9-tetraene-10-carboxamide